(S)-5-(8-amino-1-bromoimidazo[1,5-a]pyrazin-3-yl)-4-azaspiro[2.4]heptane-4-carboxylic acid tert-butyl ester C(C)(C)(C)OC(=O)N1C2(CC2)CC[C@H]1C1=NC(=C2N1C=CN=C2N)Br